(R)-3-Methyl-1-((4-(3-methylmorpholino)-2-(1H-pyrrolo[2,3-c]pyridin-4-yl)thieno[3,2-d]pyrimidin-7-yl)methyl)azetidin-3-ol CC1(CN(C1)CC1=CSC2=C1N=C(N=C2N2[C@@H](COCC2)C)C2=C1C(=CN=C2)NC=C1)O